[4-(3-fluoro-4-piperidinyl)-3-methyl-2-oxo-benzoimidazol-1-yl]piperidine-2,6-dione FC1CNCCC1C1=CC=CC=2N(C(N(C21)C)=O)N2C(CCCC2=O)=O